methyl 6-chloro-1-(6-(1,1-difluoroethyl)pyridin-2-yl)-1H-pyrazolo[4,3-c]pyridine-3-carboxylate ClC1=CC2=C(C=N1)C(=NN2C2=NC(=CC=C2)C(C)(F)F)C(=O)OC